O=C1NC(CCC1N1C(C2=CC=CC(=C2C1=O)NCCCCCCN1N=NC(=C1)C1=CC=C(C(=O)NC2=CC3=C(NC(=N3)CN3[C@H](CCC3)C)C=C2)C=C1)=O)=O 4-(1-(6-((2-(2,6-dioxopiperidin-3-yl)-1,3-dioxoisoindolin-4-yl)amino)hexyl)-1H-1,2,3-triazol-4-yl)-N-(2-(((S)-2-methylpyrrolidin-1-yl)methyl)-1H-benzo[d]imidazol-5-yl)benzamide